3-fluoroprop-2-en-1-amine 4-methylbenzenesulfonate CC1=CC=C(C=C1)S(=O)(=O)O.FC=CCN